CC=1C=C2C(N(C(C2=CC1)=O)C1=CC=CC=C1)=O 5-methyl-2-phenyl-isoindoline-1,3-dione